4-((3-((1-fluorocyclopropane-1-carboxamido)methyl)phenyl)-amino)-2-((6-methoxy-2-methyl-1,2,3,4-tetrahydroisoquinolin-7-yl)amino)pyrimidine-5-carboxamide FC1(CC1)C(=O)NCC=1C=C(C=CC1)NC1=NC(=NC=C1C(=O)N)NC1=C(C=C2CCN(CC2=C1)C)OC